Cl.FC1(C#N)CC=C(C=C1)COC1=NC(=CC=C1)C1CCNCC1 1-fluoro-4-((6-(piperidin-4-yl)pyridin-2-yl)oxymethyl)benzonitrile hydrochloride